N-[2-(1,3-Benzodioxol-5-yl)-1-methyl-ethyl]-N,2-dimethyl-propanamide O1COC2=C1C=CC(=C2)CC(C)N(C(C(C)C)=O)C